(9H-fluoren-9-yl)methyl (R)-(1-(2-(2-(tert-butoxy)ethoxy)ethoxy)-3-hydroxypropan-2-yl)carbamate C(C)(C)(C)OCCOCCOC[C@@H](CO)NC(OCC1C2=CC=CC=C2C=2C=CC=CC12)=O